C(=CCC)C1OC(C2=CC=CC=C12)=O 3-butenyl-1(3H)-isobenzofuranone